[C@H]12CN(C[C@H](CC1)N2)C2=NC(=NC1=C(C(=C(C=C21)F)C2=CC(=CC1=CC=C(C(=C21)Cl)F)O)F)OCC21CCCN1CCC2 4-(4-((1R,5S)-3,8-Diazabicyclo[3.2.1]octan-3-yl)-6,8-difluoro-2-((tetrahydro-1H-pyrrolizin-7a(5H)-yl)methoxy)quinazolin-7-yl)-5-chloro-6-fluoronaphthalen-2-ol